N-phenyl-phenylhydrazinecarbonyl chloride C1(=CC=CC=C1)N(NC1=CC=CC=C1)C(=O)Cl